FC1(CN(CC[C@H]1NC1=NN2C(C(=N1)OC)=C(C(=C2)F)C=2C=NC=1N(C2)C(=CN1)C(=O)NC)C1COC1)F (R)-6-(2-((3,3-difluoro-1-(oxetan-3-yl)piperidin-4-yl)amino)-6-fluoro-4-methoxypyrrolo[2,1-f][1,2,4]triazin-5-yl)-N-methylimidazo[1,2-a]pyrimidine-3-carboxamide